1,1,1,3,3,3-hexafluoropropan-2-yl 1-(3-chloro-5-(4-(methylsulfonyl) piperazin-1-yl) benzyl)-1,8-diazaspiro[4.5]decane-8-carboxylate ClC=1C=C(CN2CCCC23CCN(CC3)C(=O)OC(C(F)(F)F)C(F)(F)F)C=C(C1)N1CCN(CC1)S(=O)(=O)C